ClC=1C=C(C=CC1OC)C1=NC2=C(N1C(C(=O)NC1CCCCC1)C1CCCC1)C=C(C=C2)OC 2-[2-(3-chloro-4-methoxy-phenyl)-6-methoxy-benzoimidazol-1-yl]-N-cyclohexyl-2-cyclopentyl-acetamide